P(O)(=O)(OP(=O)(O)OP(=O)(O)O)OC[C@@H]1[C@H](C[C@@](O1)(N1C(=O)N=C(N)C=C1)N)O Amino-2'-deoxy cytidine-triphosphate